OC1(CCC1)C1=CC=C(C=C1)NC(=O)C=1C(N(C=CC1)C1=C(C=CC=C1)OCC(F)(F)F)=O N-[4-(1-hydroxycyclobutyl)phenyl]-2-oxo-1-[2-(2,2,2-trifluoroethoxy)phenyl]-1,2-dihydropyridine-3-carboxamide